2-(6-(cyclopropanesulfonylamino)pyridin-2-yl)-N-(2-fluoro-4-(pyrazin-2-yl)phenyl)-2-methylpropanamide C1(CC1)S(=O)(=O)NC1=CC=CC(=N1)C(C(=O)NC1=C(C=C(C=C1)C1=NC=CN=C1)F)(C)C